COC=1C=C(C=C(C1)OC)NC1=NC=C(C=N1)C(=O)N ((3,5-dimethoxyphenyl)amino)pyrimidine-5-carboxamide